acryloxydodecylmethyldimethoxysilane C(C=C)(=O)OCCCCCCCCCCCC[Si](OC)(OC)C